2-((6-methoxy-2-methyl-1,2,3,4-tetrahydroisoquinolin-7-yl)amino)-4-((1-methyl-1H-pyrazol-5-yl)amino)pyrimidine-5-carboxamide COC=1C=C2CCN(CC2=CC1NC1=NC=C(C(=N1)NC1=CC=NN1C)C(=O)N)C